2-((R)-6-((1r,4R)-4-(4-(2-azaspiro[3.3]heptan-6-yl)piperazin-1-yl)cyclohexyl)-5-methyl-6,7,8,9-tetrahydro-5H-pyrido[3',4':4,5]pyrrolo[2,3-c]pyridazin-3-yl)phenol C1NCC12CC(C2)N2CCN(CC2)C2CCC(CC2)N2[C@@H](C1=C(NC=3N=NC(=CC31)C3=C(C=CC=C3)O)CC2)C